C(C=C)[C@H]1O[C@@H]([C@@H](N(C1=O)[C@H](C(=O)OCC)C1CC1)C1=CC=C(C=C1)Cl)C1=CC(=CC=C1)Cl (S)-ethyl 2-((2R,5S,6R)-2-allyl-6-(3-chlorophenyl)-5-(4-chlorophenyl)-3-oxomorpholino)-2-cyclopropylacetate